FC(CC1CN(CC1)C(=O)N)(F)F 3-(2,2,2-TRIFLUORoETHYL)PYRROLIDIN-1-CARBOXAMID